6-(1-(2-cyclobutyl-2-azaspiro[3.3]heptan-6-yl)piperidin-4-yl)-1,4-dimethyl-2-(4-(methylsulfonyl)phenyl)-1H-benzo[d]imidazole C1(CCC1)N1CC2(C1)CC(C2)N2CCC(CC2)C=2C=C(C1=C(N(C(=N1)C1=CC=C(C=C1)S(=O)(=O)C)C)C2)C